(4-amino-1-methylimidazo[1,5-a]pyrido[3,4-e]pyrazin-8-yl)((4aS,9bS)-6-fluoro-7-(trifluoromethoxy)-3,4,4a,9b-tetrahydrobenzofuro[3,2-b]pyridin-1(2H)-yl)methanone NC=1C=2N(C3=C(N1)C=NC(=C3)C(=O)N3[C@@H]1[C@H](CCC3)OC3=C1C=CC(=C3F)OC(F)(F)F)C(=NC2)C